hexadecyltrimethylammonium bromite Br(=O)[O-].C(CCCCCCCCCCCCCCC)[N+](C)(C)C